4-((7S)-8-((5-methoxy-7-methyl-1H-indol-4-yl)methyl)-1-oxa-8-azaspiro[4.5]dec-7-yl)benzoic acid COC=1C(=C2C=CNC2=C(C1)C)CN1[C@@H](CC2(CCCO2)CC1)C1=CC=C(C(=O)O)C=C1